NC1=NC=C(C=C1C=1C=C2CCNC(C2=CC1F)=O)Br 6-(2-amino-5-bromopyridin-3-yl)-7-fluoro-3,4-dihydroisoquinolin-1(2H)-one